ClC=1C=CC2=C(C=CO2)C1C=NN/C(/N)=N/[H] (E)-2-((5-chlorobenzofuran-4-yl)methylene)hydrazine-1-carboximidamide